CNC(C(CC[C@@H](C(=O)NC=1C(N(C=CC1)CC(N[C@@H]1[C@H]([C@H]2C([C@@H](C1)C2)(C)C)C)=O)=O)NC(=O)C=2OC1=C(C2C)C=CC=C1)=O)=O (S)-N1-Methyl-5-(3-methylbenzofuran-2-carboxamido)-2-oxo-N6-(2-oxo-1-(2-oxo-2-((1S,2S,3S,5R)-2,6,6-trimethylbicyclo[3.1.1]heptan-3-ylamino)ethyl)-1,2-dihydropyridin-3-yl)hexandiamid